C(C)(=O)OCCOCCOCCOC(C)=O triethylenglycol di-acetate